5-(2-(3-((cyclohexylamino)methyl)phenyl)-1H-pyrrolo[2,3-b]pyridin-4-yl)-1H-indazol-3-amine C1(CCCCC1)NCC=1C=C(C=CC1)C1=CC=2C(=NC=CC2C=2C=C3C(=NNC3=CC2)N)N1